6-Chloro-8-(4-chloro-pyridin-3-yl)-1-methyl-9H-pyrido[3,4-b]indole ClC=1C=C2C3=C(NC2=C(C1)C=1C=NC=CC1Cl)C(=NC=C3)C